(4-((tert-Butyldimethylsilyl)oxy)cyclohexyl)methyl methanesulfonate CS(=O)(=O)OCC1CCC(CC1)O[Si](C)(C)C(C)(C)C